F[C@@H]1CN(C[C@H]1OC1=NC(=CC2=C1C=CN2CCC(C)C)NC=2SC(=CN2)C)C(C=C)=O 1-((3R,4R)-3-fluoro-4-((1-isopentyl-6-((5-methylthiazol-2-yl)amino)-1H-pyrrolo[3,2-c]pyridin-4-yl)oxy)pyrrolidin-1-yl)prop-2-en-1-one